neopentylammonium iodide [I-].C(C(C)(C)C)[NH3+]